(S)-2-(7-nitro-5-sulfamoylindol-2-yl)acetic acid [N+](=O)([O-])C=1C=C(C=C2C=C(NC12)CC(=O)O)S(N)(=O)=O